ClC1=CC2=C(C(C3=C(N(S2(=O)=O)C)C=CC=C3)NCC3=CC(=C(OCC(=O)O)C=C3)C)C=C1 2-(4-(((3-chloro-6-methyl-5,5-dioxido-6,11-dihydrodibenzo[c,f][1,2]thiazepin-11-yl)amino)methyl)-2-methylphenoxy)acetic acid